3-CHLORO-4-(N-METHYLCARBAMOYL)BENZENEBORONIC ACID ClC=1C=C(C=CC1C(NC)=O)B(O)O